bis[2-(2-bromo-isobutyryloxy)ethyl]disulfide BrC(C(=O)OCCSSCCOC(C(C)(C)Br)=O)(C)C